N1=NN=C2NC(=NC=C21)N [1,2,3]triazolo[4,5-d]pyrimidin-5-amine